2-fluoro-4-sulfonyl-2-butenoate FC(C(=O)[O-])=CC=S(=O)=O